2-[2-bromo-5-[[5-chloro-4-(cyclopentylamino)pyrimidin-2-yl]amino]phenyl]propan-2-ol methyl-1-[4-amino-6-(5-chloro-2-fluorophenyl)pyridazin-3-yl]azetidine-3-carboxylate CC1N(CC1C(=O)OC(C)(C)C1=C(C=CC(=C1)NC1=NC=C(C(=N1)NC1CCCC1)Cl)Br)C=1N=NC(=CC1N)C1=C(C=CC(=C1)Cl)F